C(C)(C)(C)OC(NCCNC)=O (2-(methylamino)ethyl)carbamic acid tert-butyl ester